C(C)C1=C(C=CC(=C1)N1CCN(CC1)C)NC1=NC=C(C(=N1)NCCCNC(=O)N1CC(C1)(C)C)C(F)(F)F N-(3-((2-((2-ethyl-4-(4-methylpiperazin-1-yl)phenyl)amino)-5-(trifluoromethyl)pyrimidin-4-yl)amino)propyl)-3,3-dimethylazetidine-1-carboxamide